C(#N)C1=CC(=C(C=C1)NCC(=O)N)[N+](=O)[O-] 2-((4-cyano-2-nitrophenyl)amino)acetamide